[18F]C(=O)C[C@@H](O)[C@H](O)[C@H](O)CO [18F]fluoro-2-deoxyglucose